bicoumarin C1=CC=C2C(=C1)C=C(C(=O)O2)C3=CC4=CC=CC=C4OC3=O